N-methyl-[1,1'-biphenyl]-4-carboxamide phosphoric acid salt P(O)(O)(O)=O.CNC(=O)C1=CC=C(C=C1)C1=CC=CC=C1